1-[5-tert-butyl-3-(2-chloro-benzyl)-3H-[1,2,3]Triazolo[4,5-d]Pyrimidin-7-yl]-pyrrolidin-3-ol C(C)(C)(C)C=1N=C(C2=C(N1)N(N=N2)CC2=C(C=CC=C2)Cl)N2CC(CC2)O